BrC1=CC=2N(C=C1)C(=NN2)C(=O)NC=2C=C(C=NC2C)NC(OC(C)(C)C)=O tert-butyl (5-(7-bromo-[1,2,4]triazolo[4,3-a]pyridine-3-carboxamido)-6-methylpyridin-3-yl)carbamate